O1C(=CC=C1)C1=NN2C(=NC3=C(C2=N1)C=NN3CCC3=CC=CC=C3)N 2-(2-Furanyl)-7-(2-phenylethyl)-7H-pyrazolo[4,3-e][1,2,4]triazolo[1,5-c]pyrimidin-5-amine